(10R)-15-chloro-21,23-difluoro-16-hydroxy-10-methyl-8-oxa-18lambda6-thia-11,19-diazatetracyclo[18.3.1.113,17.02,7]pentacosa-1(24),2,4,6,13,15,17(25),20,22-nonaene-12,18,18-trione ClC=1C=C2C(N[C@@H](COC3=CC=CC=C3C=3C(=CC(=C(NS(C(C1O)=C2)(=O)=O)C3)F)F)C)=O